ClC1=C2C(=CNC2=C(C=C1F)Cl)C=1CNCCC1 4,7-dichloro-5-fluoro-3-(1,2,5,6-tetrahydropyridin-3-yl)-1H-indole